5-[4-(1-cyclopentylcyclopropyl)phenyl]-3-[3-(fluoromethyl)azetidine-1-carbonyl]-2-pyrimidin-2-yl-4H-pyrazolo[1,5-a]pyrimidin-7-one C1(CCCC1)C1(CC1)C1=CC=C(C=C1)C=1NC=2N(C(C1)=O)N=C(C2C(=O)N2CC(C2)CF)C2=NC=CC=N2